N-((2S)-5,5,5-trifluoro-1-hydroxyl-(thiazol-2-yl)pentan-2-yl)propenamide HCl salt Cl.FC(CC[C@@H](C(O)C=1SC=CN1)NC(C=C)=O)(F)F